BrC(CC)(C)C 3-Bromo-3-methylbutan